CC1=CC=C(C=C1)S(=O)(=O)OC(COCCOCCOCCOCCOCCOC)O 2,5,8,11,14,17-hexaoxa-nonadecan-19-ol-19-yl 4-methylbenzenesulfonate